(3R)-1-(3-bromopyrazolo[1,5-a]pyrimidin-5-yl)pyrrolidin BrC=1C=NN2C1N=C(C=C2)N2CCCC2